4-[7-(4-Cyclopropylimidazol-1-yl)imidazo[1,2-a]pyridin-3-yl]benzonitrile C1(CC1)C=1N=CN(C1)C1=CC=2N(C=C1)C(=CN2)C2=CC=C(C#N)C=C2